Cl.Cl.NCC(OCC(=O)O)CN 2-[2-amino-1-(aminomethyl)ethoxy]acetic acid di-HCl salt